C1CCC2=C1SC=1C(NCCC21)=O 2,3,5,6-tetrahydro-1H,4H-8-thia-6-aza-cyclopenta[a]inden-7-one